TRIFLUOROMETHYL-PHENYL-PYRAZOLE rac-ethyl-2-(7-bromo-4-ethyl-1-oxo-1,2,3,4-tetrahydronaphthalen-2-yl)-2-oxoacetate C(C)OC(C(=O)C1C(C2=CC(=CC=C2C(C1)CC)Br)=O)=O.FC(F)(F)C=1C(=NNC1)C1=CC=CC=C1